OCC1=NOC(=C1)C(C(=O)OCC)C(C)C ethyl 2-(3-(hydroxymethyl)isoxazol-5-yl)-3-methylbutanoate